N-[(3S,4S)-3-methyl-4-piperidyl]-1-(2,2,2-trifluoroethyl)benzimidazole-4-carboxamide C[C@H]1CNCC[C@@H]1NC(=O)C1=CC=CC=2N(C=NC21)CC(F)(F)F